N1C=NC(=C1)[C@@H](C)N1C(N=C(C2=CC=C(C=C12)C(F)(F)F)NC)=O (R)-1-(1-(1H-imidazol-4-yl)ethyl)-4-(methylamino)-7-(trifluoromethyl)quinazolin-2(1H)-one